FC1(CC(C1)OC1=C(N=CC=2N1N=C(N2)N[C@H]2CNCCC2)C=2C=NNC2)F (R)-5-(3,3-Difluorocyclobutoxy)-N-(piperidin-3-yl)-6-(1H-pyrazol-4-yl)-[1,2,4]triazolo[1,5-a]pyrazin-2-amine